C12CCCCCCCCC=CCC(CCC1)O2 17-oxabicyclo[11.3.1]heptadeca-10-ene